3-(1,1-Difluoro-2-methoxyethyl)-2-fluorobenzaldehyde FC(COC)(F)C=1C(=C(C=O)C=CC1)F